glycolic acid phosphate P(=O)(O)(O)O.C(CO)(=O)O